N1C=CC=2C1=NC=C(C2)C=2C=C(CCNC(=O)NC1=C(C=CC=C1)F)C=CC2 1-(3-(1H-pyrrolo[2,3-b]pyridin-5-yl)phenethyl)-3-(2-fluorophenyl)urea